CN1C(N(C(C1(C)C)=O)C=1C=NC(=CC1)N[C@@H]1C[C@H](CC1)NC1=NOC(=N1)C)=O 1,5,5-trimethyl-3-(6-(((1S,3S)-3-((5-methyl-1,2,4-oxadiazol-3-yl)amino)cyclopentyl)amino)pyridin-3-yl)imidazolidine-2,4-dione